ClC1=C(OC=2C=CC(N(C2)CC(=O)[O-])=O)C(=CC(=C1)NN=C(C(=O)NC(=O)OCC)C#N)Cl 2-(5-(2,6-dichloro-4-(2-(1-cyano-2-((ethoxycarbonyl)amino)-2-oxoethylidene)hydrazinyl)phenoxy)-2-oxopyridin-1(2H)-yl)acetate